3-(4-chlorophenyl)-2-fluoropropionic acid ClC1=CC=C(C=C1)CC(C(=O)O)F